C(C)(C)(C)C(=C)CCC(C(CC(CCC(C(CC)C1=CC=CC=C1)C1=CC=C(C=C1)C(C)(C)C)C(C)(C)C)C1=CC=CC=C1)C1=CC=C(C=C1)C(C)(C)C 2,8-di-tert-butyl-5,11-bis(4-tert-butylphenyl)-6,12-diphenyltetradecene